BrC=1N=C(N(N1)C1=CC=C(C=C1)OC(F)(F)F)NC1OCC1 5-Bromo-N-2-oxetanyl-2-[4-(trifluoromethoxy)phenyl]-1,2,4-triazol-3-amine